3-difluoromethyl-5-fluoro-4-phenyl-1-(3-methylphenyl)-1H-pyrazole FC(C1=NN(C(=C1C1=CC=CC=C1)F)C1=CC(=CC=C1)C)F